C(C=C)(=O)N1CC(C1)C(=O)N1CCC(CC1)N1N=CC(=C1)C=1C=C(C=2N(C1)N=CC2C#N)OCC 6-(1-(1-(1-acryloylazetidine-3-carbonyl)piperidin-4-yl)-1H-pyrazol-4-yl)-4-ethoxypyrazolo[1,5-a]pyridine-3-carbonitrile